BrC1=C2CCN([C@@H](C2=CC=C1)C(=O)O)C(=O)OC(C)(C)C (S)-5-bromo-1,2,3,4-tetrahydro-N-Boc-isoquinoline-1-carboxylic acid